BrC1=CC=CC(=N1)C(=O)NC1=C(C=C(C=C1)NC1=NC(=NC(=C1)N1CCNCC1)OC)OC 6-bromo-N-(2-methoxy-4-((2-methoxy-6-(piperazin-1-yl)pyrimidin-4-yl)amino)phenyl)picolinamide